CC1=CC(=NN1CC(=O)N1CCC(CC1)C=1SC=C(N1)C(=O)[O-])C(F)(F)F 2-{1-[2-(5-methyl-3-trifluoromethylpyrazol-1-yl)acetyl]piperidin-4-yl}thiazole-4-carboxylate